The molecule is an iron chelate resulting from the combination of iron(3+) and citrate(3-). It has a role as an anti-anaemic agent and a nutraceutical. It contains a citrate(3-) and an iron(3+). C(C(=O)O)C(CC(=O)O)(C(=O)O)O.[Fe]